4-bromo-3-fluoro-2-methyl-benzoic acid BrC1=C(C(=C(C(=O)O)C=C1)C)F